C(C(C)(C)C)(=O)OC=C neopentanoic acid, vinyl ester